P(OCC(COC(C=C)=O)O)([O-])=O acryloyloxy-2-hydroxypropyl phosphonate